COC=1C=C(C=2C=C(C(N(C2C1)C)=O)C)N1CCCC2=CC=C(C=C12)[N+](=O)[O-] 7'-methoxy-1',3'-dimethyl-7-nitro-3,4-dihydro-2H-[1,5'-biquinolin]-2'(1'H)-one